methyl (1R,3S,6S,10aS,Z)-6-((tert-butoxycarbonyl)amino)-1-((tert-butyldimethylsilyl)oxy)-5-oxo-1,2,3,5,6,7,10,10a-octahydropyrrolo[1,2-a]azocine-3-carboxylate C(C)(C)(C)OC(=O)N[C@H]1C\C=C/C[C@@H]2N(C1=O)[C@@H](C[C@H]2O[Si](C)(C)C(C)(C)C)C(=O)OC